tert-butyl 4-((1S,3R)-3-((4-(2,6-dioxopiperidin-3-yl)-3,5-difluorophenyl)amino)cyclopentyl)piperazine-1-carboxylate O=C1NC(CCC1C1=C(C=C(C=C1F)N[C@H]1C[C@H](CC1)N1CCN(CC1)C(=O)OC(C)(C)C)F)=O